BrC1CN(CC1=O)C(=O)OC(C)(C)C tert-butyl 3-bromo-4-oxopyrrolidine-1-carboxylate